NC1=C2N=CN(C2=NC(=N1)Cl)[C@H]1[C@@H]([C@@H]([C@H](O1)COC(CC1=CC=C(C=C1)C=1C(=CC=CC1)C(=O)O)(C1=CSC=C1)C(=O)O)O)O 4'-(2-(((2R,3S,4R,5R)-5-(6-amino-2-chloro-9H-purin-9-yl)-3,4-dihydroxytetrahydrofuran-2-yl)methoxy)-2-carboxy-2-(thiophen-3-yl)ethyl)-[1,1'-biphenyl]-2-carboxylic acid